C(C)O/C=C/C=1C(=CC(N(C1)C(C(=O)OC)CC(C)C)=O)F (E)-methyl 2-(5-(2-ethoxyvinyl)-4-fluoro-2-oxopyridin-1(2H)-yl)-4-methylpentanoate